2-{5-[(1S)-1-aminoethyl]-3-methyl-1H-1,2,4-triazol-1-yl}-1,3-thiazol-5-carbonitrile hydrochloride Cl.N[C@@H](C)C1=NC(=NN1C=1SC(=CN1)C#N)C